ClC1=C2CCC(C2=CC=C1C=1SC=C2C1N=CN(C2=O)CC2(CCN(CC2)C(CC(C(F)F)N2N=C(C=C2)F)=O)O)NC 7-(4-chloro-1-(methylamino)-2,3-dihydro-1H-inden-5-yl)-3-((1-(4,4-difluoro-3-(3-fluoro-1H-pyrazol-1-yl)butyryl)-4-hydroxypiperidin-4-yl)methyl)thieno[3,4-d]pyrimidin-4(3H)-one